6-(diethylamino)-1-methylpyrimidin-2(1H)-one C(C)N(C1=CC=NC(N1C)=O)CC